Tert-butyl ((1R,3S)-3-((4-iodo-5-methylpyridin-2-yl)carbamoyl)cyclohexyl)carbamate IC1=CC(=NC=C1C)NC(=O)[C@@H]1C[C@@H](CCC1)NC(OC(C)(C)C)=O